Cl.C12N(C[C@H](NC1)C2)C2=CC(=NC(=N2)N2N=C(C=C2C)C)NC2CCC(CC2)(F)F 6-((4R)-2,5-diazabicyclo[2.2.1]heptan-2-yl)-N-(4,4-difluorocyclohexyl)-2-(3,5-dimethyl-1H-pyrazol-1-yl)pyrimidin-4-amine hydrochloride salt